CN([C@H](CNC(C[C@@H](C1(CC1)C(F)(F)F)C1=CC=NC=C1)=O)CC=1C=C2C=NNC2=CC1)C (R)-N-((S)-2-(dimethylamino)-3-(1H-indazol-5-yl)propyl)-3-(pyridin-4-yl)-3-(1-(trifluoromethyl)cyclopropyl)propanamide